5-Fluoro-2-Hydroxy-4-Methoxybenzaldehyde FC=1C(=CC(=C(C=O)C1)O)OC